FC1=C(C=2C=NC(=NC2C=C1C1=C(C2=C(OCCN2)N=C1)C)NC1=C2CC(N(CC2=CC=C1)C)(C)C)N 6-fluoro-7-(8-methyl-2,3-dihydro-1H-pyrido[2,3-b][1,4]oxazin-7-yl)-N2-(2,3,3-trimethyl-1,2,3,4-tetrahydroisoquinolin-5-yl)quinazoline-2,5-diamine